N-(5-(hydroxymethyl)-8-(methylamino)-2,7-naphthyridin-3-yl)cyclopropanecarboxamide OCC1=C2C=C(N=CC2=C(N=C1)NC)NC(=O)C1CC1